(E)-3-((4-iodophenyl)sulfophenyl)-1-phenylprop-2-en-1-one IC1=CC=C(C=C1)C=1C(=C(C=CC1)/C=C/C(=O)C1=CC=CC=C1)S(=O)(=O)O